(2S,3R)-3-((2-amino-6-methylpyridin-4-yl)methyl)-N2-(1-methyl-1H-imidazol-2-yl)-N1-((R)-1-(2,5-difluorophenyl)propyl)-N2-methyl-4-oxoazetidine-1,2-dicarboxamide NC1=NC(=CC(=C1)C[C@@H]1[C@H](N(C1=O)C(=O)N[C@H](CC)C1=C(C=CC(=C1)F)F)C(=O)N(C)C=1N(C=CN1)C)C